zinc citrullinate N[C@@H](CCCNC(=O)N)C(=O)[O-].[Zn+2].N[C@@H](CCCNC(=O)N)C(=O)[O-]